OCCN1C(N(C(N(C1=O)CCO)=O)CCO)=O 1,3,5-tris(2-hydroxyethyl)-1,3,5-triazin-2,4,6-trione